C1(CC=CC2=CC=CC=C12)[O-] 1,2-dihydronaphtholate